N,N-dimethyl-1-[6-[2-(6-methyl-2-pyridyl)imidazo[1,2-a]pyridin-3-yl]-3-quinolyl]pyrrolidin-3-amine CN(C1CN(CC1)C=1C=NC2=CC=C(C=C2C1)C1=C(N=C2N1C=CC=C2)C2=NC(=CC=C2)C)C